NCC(=O)N[C@@H](CCCCN)C(=O)O Glycyl-Lysin